(S)-1-(2-acryloyl-2,7-diazaspiro[3.5]nonan-7-yl)-5,5-dichloro-2-phenylpent-4-en-1-one C(C=C)(=O)N1CC2(C1)CCN(CC2)C([C@@H](CC=C(Cl)Cl)C2=CC=CC=C2)=O